7-((2S,3R,4R,5R)-4-(benzyloxy)-5-((benzyloxy)methyl)-3-fluorotetrahydrofuran-2-yl)quinazoline-2,4-diol C(C1=CC=CC=C1)O[C@H]1[C@@H]([C@@H](O[C@@H]1COCC1=CC=CC=C1)C1=CC=C2C(=NC(=NC2=C1)O)O)F